1-(4-(2-(5-((3R,5R)-3-Amino-5-fluoropiperidin-1-carbonyl)-7-methoxy-1-methyl-1H-benzo[d]imidazol-2-yl)-1-(cyclopropylmethyl)-1H-indol-7-yl)piperidin-1-yl)ethan-1-on N[C@H]1CN(C[C@@H](C1)F)C(=O)C1=CC2=C(N(C(=N2)C=2N(C3=C(C=CC=C3C2)C2CCN(CC2)C(C)=O)CC2CC2)C)C(=C1)OC